ClC1=C(C(=CC=C1)F)NC1=CC(=NN1C)C N-(2-chloro-6-fluorophenyl)-1,3-dimethyl-1H-pyrazole-5-amine